C(=O)C1=C(C=CC=C1)S(=O)(=O)[O-] 2-formylbenzenesulfonate